CN1OC(C2C1C(CC(C2)(C=2C=NC=CC2C)C)C)(C)C rac-1,3,3,5,7-pentamethyl-5-(4-methylpyridin-3-yl)octahydrobenzo[c]isoxazole